OC=1C=C(C(=O)[O-])C=CC1.[Na+].N[C@@H](C)C(=O)N1[C@@H](C[C@@H](O)C1)C(=O)O alanyl-hydroxyproline sodium 3-hydroxybenzoate